1-propan-2-yloxyprop-1-ene CC(C)OC=CC